BrC1=C(C(=O)NC2=C(C=C(C=C2)C2=CC=CC=C2)C(C)(C)C)C=CC=C1C 2-bromo-3-methyl-N-(2-tert-butyl-4-phenylphenyl)benzamide